Cl.C(CCCCCCCCC)C1=CC=C(C(=O)N)C=C1 4-decylbenzamide Hydrochloride